ClC1=C(C=C(C=C1)N1C(N(C2=NC=CC=C21)[C@@H]2CN(CC2)C(=O)OC(C)(C)C)=O)OCOC tert-Butyl (S)-3-(1-(4-chloro-3-(methoxymethoxy)phenyl)-2-oxo-1,2-dihydro-3H-imidazo[4,5-b]pyridin-3-yl)pyrrolidine-1-carboxylate